1-acetoxy-2-(3-cyano-4-isobutoxyphenyl)-4-methyl-1H-imidazole C(C)(=O)ON1C(=NC(=C1)C)C1=CC(=C(C=C1)OCC(C)C)C#N